(2s)-2-(2,6-dichloro-4-(1-hydroxy-2-(methyl(benzofuran-3-yl)phosphoryl)ethyl)benzamido)-3-(3-(methylsulphonyl)phenyl)propionic acid ClC1=C(C(=O)N[C@H](C(=O)O)CC2=CC(=CC=C2)S(=O)(=O)C)C(=CC(=C1)C(CP(=O)(C1=COC2=C1C=CC=C2)C)O)Cl